3-aminopropyl(dipropoxymethoxysilane) NCCC[SiH2]OC(OCCC)OCCC